BrN1C(C2(C3=CC=CC=C13)CCC2)=O bromospiro[cyclobutane-1,3'-indol]-2'(1'H)-one